Gadolinium 2,2',2''-{10-[(1S)-2-(2,4-bis{2-[2-(2-ethoxyethoxy)ethoxy]ethoxy}phenyl)-1-carboxyethyl]-1,4,7,10-tetraazacyclododecan-1,4,7-triyl}triacetat C(C)OCCOCCOCCOC1=C(C=CC(=C1)OCCOCCOCCOCC)C[C@@H](C(=O)O)N1CCN(CCN(CCN(CC1)CC(=O)[O-])CC(=O)[O-])CC(=O)[O-].[Gd+3]